2,4-dichloro-7-(difluoromethyl)thieno[3,2-d]Pyrimidine ClC=1N=C(C2=C(N1)C(=CS2)C(F)F)Cl